2-((4-chlorobenzyl)oxy)-4-((4-methoxybenzyl)oxy)-5-(4-(trifluoromethyl)-1H-pyrrol-2-yl)pyridine ClC1=CC=C(COC2=NC=C(C(=C2)OCC2=CC=C(C=C2)OC)C=2NC=C(C2)C(F)(F)F)C=C1